ClC=1C=C(C=NC1N1N=CC=N1)NC(=O)C=1C=NN(C1C(F)(F)F)C1=C2C=CN=C(C2=CC=C1)OC N-(5-Chloro-6-(2H-1,2,3-triazol-2-yl)pyridin-3-yl)-1-(1-methoxyisochinolin-5-yl)-5-(trifluoromethyl)-1H-pyrazol-4-carboxamid